C1=NC=CC=2NC=3C=C(C=CC3C21)C=2C=CC(=NC2)N2CCN(CC2)CC=2C=C1C(N(C(C1=CC2)=O)N2C(NC(CC2)=O)=O)=O 5-((4-(5-(5H-pyrido[4,3-b]indol-7-yl)pyridin-2-yl)piperazin-1-yl)methyl)-2-(2,4-dioxotetrahydropyrimidin-1(2H)-yl)isoindoline-1,3-dione